tert-butyl-(3R)-3-[(1S)-1-[[3-(aminomethyl)phenyl]methyl]-2-tert-butoxy-2-oxo-ethyl]pyrrolidine C(C)(C)(C)N1C[C@H](CC1)[C@@H](C(=O)OC(C)(C)C)CC1=CC(=CC=C1)CN